ethyl (6R)-6-[4-(6-bromo-5-fluoro-3-pyridyl)piperazin-1-yl]-2-azaspiro[3.4]octane-2-carboxylate BrC1=C(C=C(C=N1)N1CCN(CC1)[C@H]1CC2(CN(C2)C(=O)OCC)CC1)F